COC(C1=CC(=C(C=C1)CN1C2=NC(=NC(=C2N=C1OC)N)OCC)F)=O Methyl-4-((6-amino-2-ethoxy-8-methoxy-9H-purin-9-yl)methyl)-3-fluorobenzoate